nickel-zinc-iron Oxygen [O].[Fe].[Zn].[Ni]